1,2,3-benzoxathiazine 2,2-Di-oxide O1S(N=CC2=C1C=CC=C2)(=O)=O